1,1'-Hexamethylenebis[5-(2-ethylhex-1-yl)]biguanide dihydrochloride CCCCC(CC)CN=C(N)NC(=NCCCCCCN=C(N)NC(=NCC(CC)CCCC)N)N.Cl.Cl